NC1=C2C(=C3C(=N1)C=C(N3)C(=O)N(C)[C@@H]3CN(CC1=CC(=CC=C31)C(F)(F)F)C(=O)C3CC3)COC2 (S)-5-amino-N-(2-(cyclopropanecarbonyl)-7-(trifluoromethyl)-1,2,3,4-tetrahydroisoquinolin-4-yl)-N-methyl-6,8-dihydro-1H-furo[3,4-d]pyrrolo[3,2-b]pyridine-2-carboxamide